COC1=C(C=CC(=C1)C1OC2=C(C1CO)C(=CC=C2O)C2OC1=CC(=CC(=C1C(C2O)=O)O)O)[O-] 2-methoxy-4-[7-hydroxy-3-(hydroxymethyl)-4-(3,5,7-trihydroxy-4-oxo-2,3-dihydro-4H-chromen-2-yl)-2,3-dihydro-1-benzofuran-2-yl]phenolate